(2S)-3-(2-chlorophenyl)-2-[9H-fluoren-9-ylmethoxycarbonyl-(methyl)amino]propanoic acid ClC1=C(C=CC=C1)C[C@@H](C(=O)O)N(C)C(=O)OCC1C2=CC=CC=C2C=2C=CC=CC12